N-(4-fluorophenyl)-N-methyl-imidazo[1,2-a]pyrazine-6-carboxamide FC1=CC=C(C=C1)N(C(=O)C=1N=CC=2N(C1)C=CN2)C